tetraethyl-N,N'-[methylenebis(cyclohexane-4,1-diyl)]bis-aspartic acid C(C)C([C@H](NC1CCC(CC1)CC1CCC(CC1)N[C@@H](C(C(=O)O)(CC)CC)C(=O)O)C(=O)O)(C(=O)O)CC